alpha-chloro-o-chlorostyrene ClC(=C)C1=C(C=CC=C1)Cl